di-beta-alanine (dibenzyl 3,3'-((3,6-diaminopyrazine-2,5-dicarbonyl)bis(azanediyl))dipropionate) C(C1=CC=CC=C1)C(C(=O)O)(CNC(=O)C1=NC(=C(N=C1N)C(=O)NCCC(=O)O)N)CC1=CC=CC=C1.NCCC(=O)O.NCCC(=O)O